N-(2,7-dimethylimidazo[1,2-a]pyrimidin-6-yl)-1,1-diphenylmethanimine CC=1N=C2N(C=C(C(=N2)C)N=C(C2=CC=CC=C2)C2=CC=CC=C2)C1